sodium 2,2'-methylenebis(4,6-di-t-butylphenyl) phosphonate P1(OC2=C(C=C(C=C2C(C)(C)C)C(C)(C)C)CC2=C(C(=CC(=C2)C(C)(C)C)C(C)(C)C)O1)=O.[Na]